4-Bromo-8-(2-(methoxymethoxy)ethyl)-5-nitroisoquinolin-1(2H)-one BrC1=CNC(C2=C(C=CC(=C12)[N+](=O)[O-])CCOCOC)=O